C1(CC1)CCN(C1=C2CN(C(C2=CC=C1)=O)C1C(NC(CC1)=O)=O)C1CCC(CC1)=O 3-{4-[(2-cyclopropylethyl)(4-oxocyclohexyl)amino]-1-oxo-3H-isoindol-2-yl}piperidine-2,6-dione